4-bromo-2,5-dimethoxybenzaldehyde BrC1=CC(=C(C=O)C=C1OC)OC